C(C)(C)C1=NN(C(C=2N1C1=C(C2)SC(=N1)C)=O)CC(=O)N[C@H]1CNCCC1 (R)-2-(5-Isopropyl-2-methyl-8-oxothiazolo[5',4':4,5]pyrrolo[1,2-d][1,2,4]triazin-7(8H)-yl)-N-(piperidin-3-yl)acetamid